carbamic acid tert-butyl ester hydrochloride Cl.C(C)(C)(C)OC(N)=O